(+)-1-[[6-(difluoromethyl)-2-(methoxymethyl)imidazo[2,1-b][1,3,4]thiadiazol-5-yl]methyl]-4-(2,2,2-trifluoroethyl)imidazolidin-2-one FC(C=1N=C2SC(=NN2C1CN1C(NC(C1)CC(F)(F)F)=O)COC)F